C(C1=CC=CC=C1)OC(=O)N[C@H](C(=O)OC(C)(C)C)CCCN1CC(C(C1)(F)F)(F)F (S)-tert-Butyl 2-(((benzyloxy)carbonyl)amino)-5-(3,3,4,4-tetrafluoropyrrolidin-1-yl)pentanoate